FC=1C=C(C(=NC1)NC1=CC(CC(C1)(C)C)=O)I 3-[(5-fluoro-3-iodo-2-pyridyl)amino]-5,5-dimethyl-cyclohex-2-en-1-one